BrC=1C=C(C=C(C1)F)N(C1=NC=2N(C3=CC=C(C=C13)F)C=NN2)C N-(3-bromo-5-fluorophenyl)-7-fluoro-N-methyl-[1,2,4]triazolo[4,3-a]quinazolin-5-amine